ClC1=C(OC=2C=C3CCN(CC3=CC2)C2=CC(=CC=C2)F)C(=CC(=C1)[N+](=O)[O-])Cl 6-(2,6-dichloro-4-nitrophenoxy)-2-(3-fluorophenyl)-3,4-dihydroisoquinoline